3-(3-(4-((2-(4-chloro-1,3,5-triazin-2-yl)-2,9-diazaspiro[5.5]undecan-9-yl)methyl)phenyl)-5-phenyl-3H-imidazo[4,5-b]pyridin-2-yl)pyridin-2-amine ClC1=NC(=NC=N1)N1CC2(CCC1)CCN(CC2)CC2=CC=C(C=C2)N2C(=NC=1C2=NC(=CC1)C1=CC=CC=C1)C=1C(=NC=CC1)N